6-methyl-4-[(1-methylcyclopropyl)amino]-N-{1-[2-(morpholin-4-yl)ethyl]-1H-pyrazol-4-yl}furo[2,3-d]pyrimidine-5-carboxamide CC1=C(C2=C(N=CN=C2NC2(CC2)C)O1)C(=O)NC=1C=NN(C1)CCN1CCOCC1